CC1(CN(CC1)C(=O)OC(C)(C)C)C tert-butyl 3,3-dimethylpyrrolidine-1-carboxylate